OC=1N=C(C(=NC1O)C(=O)O)C(=O)O 5,6-dihydroxypyrazine-2,3-dicarboxylic acid